(6-chloropyridin-2-yl)((2S,3R)-2-ethyl-4,4-difluoro-3-hydroxy-2-methylpyrrolidin-1-yl)methanone ClC1=CC=CC(=N1)C(=O)N1[C@@]([C@H](C(C1)(F)F)O)(C)CC